CSC=1C=2N(C=CC1)C(=NC2)C(C)(C)NC(=O)C2[C@H]1CNC[C@@H]21 (1R,5S,6r)-N-(2-(8-(methylthio)imidazo[1,5-a]pyridin-3-yl)propan-2-yl)-3-azabicyclo[3.1.0]hexane-6-carboxamide